4-{2-[5-Chloro-2-(7-methylchinolin-8-sulfonamido)phenyl]ethynyl}isochinolin ClC=1C=CC(=C(C1)C#CC1=CN=CC2=CC=CC=C12)NS(=O)(=O)C=1C(=CC=C2C=CC=NC12)C